CC1(CC1)OC(N)=O carbamic acid 1-methylcyclopropyl ester